1-{6'-Chloro-1',2'-dihydrospiro[cyclopropane-1,3'-indole]-1'-yl}-2-[(3R)-3-methylpiperazin-1-yl]ethan-1-one hydrochloride salt Cl.ClC1=CC=C2C3(CN(C2=C1)C(CN1C[C@H](NCC1)C)=O)CC3